(S)-4-(5-methyl-7H-pyrrolo[2,3-d]pyrimidin-4-yl)-N-(pyrrolidin-3-ylmethyl)-3,4-dihydro-2H-1,4-thiazine-6-carboxamide hydrochloride Cl.CC1=CNC=2N=CN=C(C21)N2CCSC(=C2)C(=O)NC[C@@H]2CNCC2